methoxy-1-methyl-4-(pyrrolidin-2-yl)-1H-pyrazole COC1=NN(C=C1C1NCCC1)C